(3S,4S)-8-{8-[(2-amino-3-chloropyridin-4-yl)sulfanyl]-7-methyl-[1,2,4]triazolo[4,3-c]pyrimidin-5-yl}-3-methyl-2-oxa-8-azaspiro[4.5]decan-4-amine NC1=NC=CC(=C1Cl)SC=1C=2N(C(=NC1C)N1CCC3([C@@H]([C@@H](OC3)C)N)CC1)C=NN2